N[C@H](C(=O)O)[C@@H](CC1=CC=CC=C1)C1=CNC2=CC=CC=C12 (2S,3S)-2-amino-3-(1H-indol-3-yl)-4-phenylbutanoic acid